3-(2-{[(3S,6S)-6-ethylpiperidin-3-yl]amino}-5-(trifluoromethyl)pyrimidin-4-yl)-7-methyl-1H,4H,5H,6H,7H,8H-pyrrolo[2,3-c]azepin-8-one C(C)[C@H]1CC[C@@H](CN1)NC1=NC=C(C(=N1)C1=CNC=2C(N(CCCC21)C)=O)C(F)(F)F